C(C=C)(=O)N acrylamid